tris(2,4-pentanedione) iridium [Ir].CC(CC(C)=O)=O.CC(CC(C)=O)=O.CC(CC(C)=O)=O